ClC1=CC2=C(C(=N1)O[C@@H]1CN(CC1)C(=O)OC(C)(C)C)C=CN2CC(C)C tert-butyl (S)-3-((6-chloro-1-isobutyl-1H-pyrrolo[3,2-c]pyridin-4-yl)oxy)pyrrolidine-1-carboxylate